C(C)(C)(C)OC(=O)N1CC=2C(CCC1)=NN(C2)C(C(=O)OCC)(C(=O)OCC)C diethyl 2-(5-(tert-butoxycarbonyl)-5,6,7,8-tetrahydropyrazolo[4,3-c]azepin-2(4H)-yl)-2-methylmalonate